2-(4-methylpiperazin-1-yl)-6-nitrobenzo[d]oxazole CN1CCN(CC1)C=1OC2=C(N1)C=CC(=C2)[N+](=O)[O-]